N1(CCCC1)CCC1(NC=NC(=N1)NCC1CCOCC1)N 2-(2-(pyrrolidin-1-yl)ethyl)-N4-((tetrahydro-2H-pyran-4-yl)methyl)-1,3,5-triazine-2,4-diamine